COC=1C=C(CN(C=2N=NC(=C(C2)I)C(F)(F)F)CC2=CC(=C(C=C2)OC)OC)C=CC1OC N,N-bis(3,4-dimethoxybenzyl)-5-iodo-6-(trifluoromethyl)pyridazin-3-amine